N,N'-bis(4-fluorophenoxycarbonyl)-N,N'-dimethoxyhydrazine FC1=CC=C(OC(=O)N(N(OC)C(=O)OC2=CC=C(C=C2)F)OC)C=C1